CON(C(CCC(C)(C)NC(OCC1=CC=CC=C1)=O)=O)C benzyl (5-(methoxy(methyl)amino)-2-methyl-5-oxopentan-2-yl)carbamate